N-(4-(4-amino-3-(3-fluoro-4-((4-methylpyrimidin-2-yl)oxy)phenyl)-7-(6-(trifluoromethyl)pyridin-2-yl)thieno[3,2-c]pyridin-2-yl)-3-methylphenyl)methacrylamide NC1=NC=C(C2=C1C(=C(S2)C2=C(C=C(C=C2)NC(C(=C)C)=O)C)C2=CC(=C(C=C2)OC2=NC=CC(=N2)C)F)C2=NC(=CC=C2)C(F)(F)F